ClC=1C=CC=2C3=C(C(N(C2C1)C1=CC=CC=C1)=O)N=C(N3C)OC3=CC=C(C=C3)OC 7-chloro-2-(4-methoxyphenoxy)-1-methyl-5-phenyl-1,5-dihydro-4H-imidazo[4,5-c]quinolin-4-one